2-((4-hydroxy-2-iodo-5-methoxybenzyl)amino)-2-oxoethyl octanoate C(CCCCCCC)(=O)OCC(=O)NCC1=C(C=C(C(=C1)OC)O)I